C(C)(=O)NC1=NN=C(S1)SCCSC1=NN=C(S1)NC(CC1=NC=CC=C1)=O N-(5-(2-(5-acetylamino-1,3,4-thiadiazol-2-ylmercapto)ethylthio)-1,3,4-thiadiazol-2-yl)-2-(pyridin-2-yl)acetamide